OC1(CC(C1)C(=O)N1CC2(C1)CC(C2)C2=CC(=CC(=C2)C(F)(F)F)C)C ((1s,3s)-3-Hydroxy-3-methylcyclobutyl)(6-(3-methyl-5-(trifluoromethyl)phenyl)-2-azaspiro[3.3]heptan-2-yl)methanon